[I-].OC1CCN(CC1)C(=O)N1C=[N+](C=C1)C (4-hydroxypiperidine-1-carbonyl)-3-methyl-1H-imidazol-3-ium iodide